methyl 4-(methylamino)-3-nitro-benzoate CNC1=C(C=C(C(=O)OC)C=C1)[N+](=O)[O-]